N\C(\C1=C(C(=CC=C1)F)C(C)C)=N/C1=C(NC(N1CC1=CC=C(C=C1)N1N=C2C(CN(CC2)C(=O)OC(C)(C)C)=C1C)=O)C tert-butyl 2-[4-([5-[(Z)-[amino (3-fluoro-2-isopropylphenyl) methylene] amino]-4-methyl-2-oxo-3H-imidazol-1-yl] methyl) phenyl]-3-methyl-4H,6H,7H-pyrazolo[4,3-c]pyridine-5-carboxylate